NC[C@@H]1[C@@H]([C@@H]([C@@H](C(O1)OC)NC(C)=O)O)O N-{(3S,4R,5R,6R)-6-(aminomethyl)-4,5-dihydroxy-2-methoxytetrahydro-2H-pyran-3-yl}acetamide